C(C1=CC=CC=C1)=C1C(=NN(C1=O)C1=CC=CC=C1)C 4-benzylidene-3-methyl-1-phenyl-1H-pyrazol-5(4H)-one